[C@H]12CN(C[C@H](CC1)N2)C2=NC(=NC=1CC3(CCC21)CCC2=CC=CC1=CC=CC3=C21)OC[C@]21CCCN1C[C@@H](C2)F 4'-((1R,5S)-3,8-diazabicyclo[3.2.1]octan-3-yl)-2'-(((2R,7aS)-2-fluorotetrahydro-1H-pyrrolizin-7a(5H)-yl)methoxy)-2,3,5',8'-tetrahydro-6'H-spiro[phenalene-1,7'-quinazoline]